COC(=O)C=1[C@@H]2[C@H](C(OC1)O[Si](C)(C)C(C)(C)C)C(=CC2)C=C (4aS,7aS)-7-vinyl-1-[[(1,1-dimethylethyl)dimethylsilyl]oxy]-1,4a,5,7a-tetrahydrocyclopenta[c]pyran-4-carboxylic acid methyl ester